2-([1-(2-Chlorophenyl)-5-(3-cyclobutoxyphenyl)-1H-pyrazol-3-yl]-methoxy)-2-methylpropanoic acid ClC1=C(C=CC=C1)N1N=C(C=C1C1=CC(=CC=C1)OC1CCC1)COC(C(=O)O)(C)C